1-chloro-2-propoxy-thioxanthone ClC1=C(C=CC=2SC3=CC=CC=C3C(C12)=O)OCCC